N(=C=O)COC(C=C)=O acrylic acid isocyanatomethyl ester